COCCOC([O-])C β-methoxyethoxyethoxide